N1=C(N=CC=C1)C=1C=NC(=NC1)NC=1C=C(C(=O)OC)C=CC1 Methyl 3-([2,5'-bipyrimidin]-2'-ylamino)benzoate